C[Si](CCOCN1C=NC=2C1=NC=CC2CO)(C)C (3-((2-(trimethylsilyl)ethoxy)methyl)-3H-imidazo[4,5-b]pyridin-7-yl)methanol